propenyl-deoxycytidine C(=CC)[C@@]1(C[C@H](O)[C@@H](CO)O1)N1C(=O)N=C(N)C=C1